3-(5-((4-(4-((5-Chloro-4-((2-(isopropylsulfonyl)phenyl)amino)pyrimidin-2-yl)amino)-5-Isopropoxy-2-methylphenyl)piperazin-1-yl)methyl)-1-oxoisoindolin-2-yl)piperidine-2,6-dione ClC=1C(=NC(=NC1)NC1=CC(=C(C=C1OC(C)C)N1CCN(CC1)CC=1C=C2CN(C(C2=CC1)=O)C1C(NC(CC1)=O)=O)C)NC1=C(C=CC=C1)S(=O)(=O)C(C)C